[I-].C[NH3+] methyl-ammonium iodide salt